C(C)(C)(C)OC(=O)N1[C@](COCC1)(C(=O)O)C (3R)-4-tert-butoxycarbonyl-3-methyl-morpholine-3-carboxylic acid